C12(OCC3=CC=C(C=C13)CO)CC2 (3'H-spiro(cyclopropane-1,1'-isobenzofuran)-6'-yl)methanol